tert-butyl N-[[8-(4-cyanophenyl)chroman-4-yl]methyl]-N-methyl-carbamate C(#N)C1=CC=C(C=C1)C=1C=CC=C2C(CCOC12)CN(C(OC(C)(C)C)=O)C